ClC=1C=CC(=C(C(=O)O)C1)CN1[C@@](C2=C(C=C(C=C2C1=O)[C@](CC)(C1CCOCC1)O)F)(OCC)C1=CC=C(C=C1)Cl 5-chloro-2-{1-[(1R)-1-(4-chlorophenyl)-1-ethoxy-7-fluoro-5-[(1S)-1-hydroxy-1-(oxan-4-yl)propyl]-3-oxo-2,3-dihydro-1H-isoindol-2-yl]methyl}benzoic acid